[Na].FC(C1=CC=C(C=C1)S(=O)(=O)NC1=C(C=CC(=C1)CNC)C=1OC=CC1)(F)F 4-Trifluoromethyl-N-(2-(furan-2-yl)-5-((methylamino)methyl)phenyl)benzenesulfonamide sodium